3,5-difluoro-4-methylpyridine-2-carbonitrile FC=1C(=NC=C(C1C)F)C#N